COC=1C(C=2C=CC=C3C(=CC=C(C1)C23)C2=CC=C(C=C2)OC)=O 2-Methyloxy-6-(4-methoxyphenyl)-1H-phenalen-1-one